C1(CC1)C1=NN(C(=C1)NC(CC1=NN(C=C1)C1=NC(=CC=C1)C)=O)C(=O)OC(C)(C)C Tert-butyl 3-cyclopropyl-5-(2-(1-(6-methylpyridin-2-yl)-1H-pyrazol-3-yl)acetamido)-1H-pyrazole-1-carboxylate